allyloxy-2-hydroxypropylsulfonic Acid C(C=C)OCC(CS(=O)(=O)O)O